Dimethylarginine CN([C@@H](CCCNC(N)=N)C(=O)O)C